5-chloro-2-((2R,3S,4S,5R)-3-(3,4-difluoro-2-methoxyphenyl)-4,5-dimethyl-5-(trifluoromethyl)tetrahydrofuran-2-yl)-6-methyl-4-oxo-1,4-dihydropyridine-3-carboxylic acid ClC=1C(C(=C(NC1C)[C@@H]1O[C@]([C@H]([C@H]1C1=C(C(=C(C=C1)F)F)OC)C)(C(F)(F)F)C)C(=O)O)=O